C12(CC(C1)C2)N2[C@@H](C=1NC3=CC=CC=C3C1C[C@H]2C)C2=NC=C(N=C2)Br (1S,3R)-2-(bicyclo[1.1.1]pentan-1-yl)-1-(5-bromopyrazin-2-yl)-3-methyl-2,3,4,9-tetrahydro-1H-pyrido[3,4-b]indole